6-Chloro-7-(3-fluoro-4-pyridinyl)-4-((2S)-2-methyl-4-(2-propenoyl)-1-piperazinyl)-1-(2-(2-propanyl)phenyl)pyrido[2,3-d]pyrimidin-2(1H)-one ClC1=CC2=C(N(C(N=C2N2[C@H](CN(CC2)C(C=C)=O)C)=O)C2=C(C=CC=C2)C(C)C)N=C1C1=C(C=NC=C1)F